FCCN1C(=NC(=C1)C(F)(F)F)C1=C(C=C(C=C1)CC)OC (R)-1-(4-(1-(2-fluoroethyl)-4-(trifluoromethyl)-1H-imidazol-2-yl)-3-methoxyphenyl)ethan